[2-(2-{5'-fluoro-1'-methyl-[4,6'-biindazol]-1-yl}acetamido)acetamido]acetic acid FC=1C=C2C=NN(C2=CC1C=1C=2C=NN(C2C=CC1)CC(=O)NCC(=O)NCC(=O)O)C